C(C)(C)(C)N1N=C(C(=C1NC1=CC(=NC=C1C)OC)C(=O)N)C1=CC=C(C=C1)[N+](=O)[O-] 1-(tert-butyl)-5-((2-methoxy-5-methylpyridin-4-yl)amino)-3-(4-nitrophenyl)-1H-pyrazole-4-carboxamide